3-(benzyloxy)-4''-cyano-3''-fluoro-4,6'-dimethoxy-[1,1':2',1''-terphenyl] C(C1=CC=CC=C1)OC=1C=C(C=CC1OC)C=1C(=CC=CC1OC)C1=CC(=C(C=C1)C#N)F